Isopropyl-1,1,2,2-tetrafluoroethylether C(C)(C)C(C(F)(F)OC(C(C(C)C)(F)F)(F)F)(F)F